5-(N-(3-(dimethylamino)phenyl)sulfamoyl)-3-methylbenzofuran-2-carboxylic acid ethyl ester C(C)OC(=O)C=1OC2=C(C1C)C=C(C=C2)S(NC2=CC(=CC=C2)N(C)C)(=O)=O